FC1=CC(=CC=2N(C=NC21)C(C)C)C2=CC(=NC=C2C)NC(=O)[C@@H]2C[C@@H](CCC2)C(=O)NC (1S,3R)-N1-(4-(4-Fluoro-1-isopropyl-1H-benzo[d]imidazol-6-yl)-5-methylpyridin-2-yl)-N3-methylcyclohexane-1,3-dicarboxamide